6-chloro-3-isopropenyl-N-(4-piperidinyl)imidazo[1,2-a]pyridin-8-amine ClC=1C=C(C=2N(C1)C(=CN2)C(=C)C)NC2CCNCC2